(2r,4s)-1-(tert-butoxycarbonyl)-4-(2-(5-chlorothiophene-2-yl)benzyl)pyrrolidine-2-carboxylic acid C(C)(C)(C)OC(=O)N1[C@H](C[C@@H](C1)CC1=C(C=CC=C1)C=1SC(=CC1)Cl)C(=O)O